2-[1-(aminomethyl)cyclohexyl]acetic acid NCC1(CCCCC1)CC(=O)O